O([C@H]1[C@H](O)[C@@H](O)[C@H](O)[C@H](O1)CO)C1=C(C=CC=C1)[N+](=O)[O-] o-nitrophenyl β-D-glucopyranoside